C(\C=C\CC)=O (trans)-2-pentenal